C(C)(C)C1=C(NC2=CC=C(C=C12)C1CCN(CC1)CCC)C=1C(=C(C(N(C1)C)=O)C=1C=NN(C1)C)C 5-(3-isopropyl-5-(1-propylpiperidin-4-yl)-1H-indol-2-yl)-1,4-dimethyl-3-(1-methyl-1H-pyrazol-4-yl)pyridin-2(1H)-one